N-(1-(1-ethyl-2-oxo-1,2-dihydrobenzo[cd]indol-6-yl)cyclopropyl)-5-(3-(4-hydroxy-4-methylpiperidin-1-yl)azetidin-1-yl)-2-methyl-benzamide C(C)N1C(C2=C3C(C(=CC=C13)C1(CC1)NC(C1=C(C=CC(=C1)N1CC(C1)N1CCC(CC1)(C)O)C)=O)=CC=C2)=O